CS(=O)(=O)OCCCCCCOS(=O)(=O)C 1,6-bis(methylsulfonyloxy)hexane